Cl.N[C@@H](CC(N)=O)C(=O)N L-Asparaginamide HCl